(1S,4R,6S,7R)-6-methoxy-2-[(1S)-1-phenylethyl]-2-azabicyclo[2.2.1]heptan-7-amine CO[C@H]1C[C@@H]2CN([C@H]1[C@@H]2N)[C@@H](C)C2=CC=CC=C2